2-oxa-8-azaspiro[4.5]decan-4-one C1OCC(C12CCNCC2)=O